Benzyl (R)-6-(2-amino-3-(6-bromo-4-methoxypyridin-2-yl)propoxy)-3-fluoroquinoline-5-carboxylate dihydrochloride Cl.Cl.N[C@@H](COC1=C(C=2C=C(C=NC2C=C1)F)C(=O)OCC1=CC=CC=C1)CC1=NC(=CC(=C1)OC)Br